2,3-Dihydrobenzofuran-5-amine O1CCC2=C1C=CC(=C2)N